ClC=1C=C2CCN[C@H](C2=CC1)[C@H]1O[C@@H]([C@@H]([C@@H]1O)O)N1C=CC2=C1N=CN=C2C |&1:13| (2R,3S,4R,SR)-2-[(1R)-6-chloro-1,2,3,4-tetrahydroisoquinolin-1-yl]-5-(4-methylpyrrolo[2,3-d]pyrimidin-7-yl)tetrahydrofuran-3,4-diol